C(C)(C)(C)OC(=O)N1CC(CCC1)C(C)OC=1C(=NC=CC1)C(F)(F)F 3-(1-((2-(trifluoromethyl)pyridin-3-yl)oxy)ethyl)piperidine-1-carboxylic acid tert-butyl ester